CC1=NOC(=C1C=1C=C2C(=NC1)N(C=C2C2=CC(=NC=C2)C(=O)O)S(=O)(=O)C2=CC=CC=C2)C 4-(5-(3,5-dimethylisoxazol-4-yl)-1-(benzenesulfonyl)-1H-pyrrolo[2,3-b]pyridin-3-yl)picolinic acid